(4-phenylpiperidin-1-yl)(4,5,6,7-tetrahydro-1H-pyrazolo[4,3-c]pyridin-3-yl)methanone C1(=CC=CC=C1)C1CCN(CC1)C(=O)C1=NNC2=C1CNCC2